ClC1=C(OC=2C=CC(=C(C2)S(=O)(=O)N)OCC2=CC=C(C=C2)OC)C(=CC(=C1)N1N=C(C(NC1=O)=O)C(F)F)Cl 5-[2,6-dichloro-4-[6-(difluoromethyl)-3,5-dioxo-1,2,4-triazin-2-yl]phenoxy]-2-[(4-methoxyphenyl)methoxy]benzenesulfonamide